triethylammonium hydrogensulfate S(=O)(=O)(O)[O-].C(C)[NH+](CC)CC